C(C)(C)(C)C=1C=C(C=C(C1O)C(C)(C)C)CCC(=O)C(C(=O)NN)CC(CCC1=CC(=C(C(=C1)C(C)(C)C)O)C(C)(C)C)=O 2,3-Bis-[[3-[3,5-di-tert-Butyl-4-hydroxyphenyl]propionyl]]propionohydrazid